N-(1-(3-bromo-6-methoxypyridin-2-yl)-5-methylhex-2-yl)-2-methylpropan-2-sulfinamide BrC=1C(=NC(=CC1)OC)CC(CCC(C)C)NS(=O)C(C)(C)C